N[C@H](C(=O)O)CC=1SC=C(N1)Br (S)-2-amino-3-(4-bromothiazol-2-yl)propionic acid